2-((4-hydroxy-3-methoxy-benzyl) amino)-2-oxoethyl octanoate C(CCCCCCC)(=O)OCC(=O)NCC1=CC(=C(C=C1)O)OC